dihydro-5H-cyclopenta[c]pyridin C1NC=CC2=C1C=CC2